tert-butyl (E)-3-(pyrimidin-4-yl)acrylate N1=CN=C(C=C1)/C=C/C(=O)OC(C)(C)C